BrC1=C2CCC3(OCCO3)C2=C(C=C1)S(=O)(=O)C(F)(F)F 4-bromo-7-((trifluoromethyl)sulfonyl)-2,3-dihydrospiro[indene-1,2'-[1,3]dioxolane]